C(#N)C=1SC2=C(N1)C=CC(=C2)OC=2C=C(C(=C(OCC(=O)OC(C)(C)C)C2)O)OC tert-butyl 2-(5-((2-cyanobenzo[d]thiazol-6-yl)oxy)-2-hydroxy-3-methoxyphenoxy)acetate